dimethyl-2-ethyl hexanoate C(CCCCC)(=O)OC(C)(C)C